C1(CC1)N1CC=CC(=C1F)N1CCN(CC1)CC=1C=C2NC(C(=NC2=C(C1)C#CC)C)=O N-cyclopropyl-6-fluoro-5-(4-((2-methyl-3-oxo-8-(prop-1-yn-1-yl)-3,4-dihydroquinoxalin-6-yl)methyl)piperazin-1-yl)pyridine